CN(C/C=C/C(=O)N[C@@H]1C[C@@H](C1)COC1=C2C=NNC2=CC(=C1)C1=CC=C(C=C1)O)C cis-(E)-4-(dimethylamino)-N-[3-[[6-(4-hydroxyphenyl)-1H-indazol-4-yl]oxymethyl]cyclobutyl]but-2-enamide